N1(CCNCC1)C(=O)OC=1C(=NC(=CC1)NC=1N=CC2=C(N1)N(C(=C2)C(NC2=C(C=CC=C2)Cl)=O)C2CCCC2)C(C)(C)C (tert-butyl 6-((6-((2-chlorophenyl) carbamoyl)-7-cyclopentyl-7H-pyrrolo[2,3-d]pyrimidin-2-yl) amino) pyridin-3-yl) piperazine-1-carboxylate